C[C@H]1N(CCC1)C1=CC2=C(C(=N1)C#N)CNC2=O 6-[(2R)-2-methylpyrrolidin-1-yl]-1-oxo-2,3-dihydro-1H-pyrrolo[3,4-c]pyridine-4-carbonitrile